E-β-Homoleucine N[C@@H](CC(C)C)CC(=O)O